OCC1CCN(CC1)C1=C(C=C(C=C1)C1C(NC(CC1)=O)=O)OC 3-(4-(4-(hydroxymethyl)piperidin-1-yl)-3-methoxyphenyl)piperidine-2,6-dione